3-amino-4-(4-((3-fluorophenyl)sulfonyl)piperidin-1-yl)benzonitrile NC=1C=C(C#N)C=CC1N1CCC(CC1)S(=O)(=O)C1=CC(=CC=C1)F